N1=CC=CC2=CC(=CC=C12)C=1N=CC2=C(N1)NC=C2C2=CC=1N(C=C2)N=CC1C(=O)N[C@@H](C(F)(F)F)C (R)-5-(2-(quinolin-6-yl)-7H-pyrrolo[2,3-d]pyrimidin-5-yl)-N-(1,1,1-trifluoropropan-2-yl)pyrazolo[1,5-a]pyridine-3-carboxamide